ClC1=C(C=C(C=C1)C1=C(C(=O)N)C=CC=C1C(F)(F)F)N1C(C2=C(N=C(N=C2)NC2=CC=C(C=C2)N2CCN(CC2)C)CC1)=O [4-chloro-3-[2-[4-(4-methylpiperazin-1-yl)anilino]-5-oxo-7,8-dihydropyrido[4,3-d]pyrimidin-6-yl]phenyl]-3-(trifluoromethyl)benzamide